(E)-4-chloro-N-(2,6-difluoro-4-(8-(6-methoxy-1,2-dimethyl-1H-benzo[d]imidazol-5-yl)indolizine-3-carbonyl)phenyl)but-2-enamide ClC/C=C/C(=O)NC1=C(C=C(C=C1F)C(=O)C1=CC=C2C(=CC=CN12)C1=CC2=C(N(C(=N2)C)C)C=C1OC)F